FC1=CC=C(C(=O)N[C@H](C)C2=NC=3CCCN(C3C=C2)C(=O)[C@@H]2OCCC2)C=C1 4-fluoro-N-[(1R)-1-{5-[(2R)-oxolane-2-carbonyl]-5,6,7,8-tetrahydro-1,5-naphthyridin-2-yl}ethyl]benzamide